(2R,3R)-3-(3-(4-(4-trifluoromethylbenzyloxy)phenyl)isoxazol-5-yl)-2-(2,4-difluorophenyl)-1-(1H-1,2,4-triazol-1-yl)butan-2-ol FC(C1=CC=C(COC2=CC=C(C=C2)C2=NOC(=C2)[C@@H]([C@@](CN2N=CN=C2)(O)C2=C(C=C(C=C2)F)F)C)C=C1)(F)F